CN1CCC(CC1)(C1=NN=C(N1)C1=CC=NC=C1)NC=1C=C(C(=O)N[C@H](C)C2=CC=C(OCCCCCOCCCOCC(=O)O)C=C2)C=CC1 (R)-2-(3-((5-(4-(1-(3-((1-methyl-4-(5-(pyridin-4-yl)-4H-1,2,4-triazol-3-yl)piperidin-4-yl)amino)benzamido)ethyl)phenoxy)pentyl)oxy)propoxy)acetic acid